C(C)(C)(C)O[C@@H]([C@H](N)C(=O)O)C L-O-t-butylthreonine